CNCCC(CC)[N+](=O)[O-] 5-(methylamino)-3-nitropentane